NC1=NC(N(C=C1)[C@@H]1CS[C@@H](O1)CO)=O (2R-cis)-4-amino-1-(2-hydroxymethyl-1,3-oxathiolan-5-yl)-1H-pyrimidin-2-one